formic acid iodide C(=O)I